FC(C1=CC=C(C=C1)C1=NOC(N1)=O)F 3-(4-(Difluoromethyl)phenyl)-1,2,4-oxadiazol-5(4H)-one